O=C1NC(CCC1N1C(C2=CC=C(C=C2C1)CNC(=O)NCC1=C(C=CC(=C1)C(F)(F)F)O)=O)=O 1-((2-(2,6-dioxopiperidin-3-yl)-1-oxoisoindolin-5-yl)methyl)-3-(2-hydroxy-5-(trifluoromethyl)benzyl)urea